OC(CC1=CC(=C(C=N1)B(O)O)C)C (6-(2-hydroxypropyl)-4-methylpyridin-3-yl)boronic acid